FC1=C(C=CC(=C1)F)CNC(=O)C=1C(C(=C2N(CC3N(C(CCN3CC=3OC=CC3)C)C2=O)C1)O)=O N-[(2,4-difluorophenyl)methyl]-1-(2-furanylmethyl)-7-hydroxy-4-methyl-6,8-dioxo-1,2,3,4,6,8,12,12a-octahydropyrido[1',2':4,5]pyrazino[1,2-a]pyrimidine-9-carboxamide